FC(CN1CCN(CC1)C1=CC2=C(C[C@@](O2)(C)CO)C=C1NC(=O)C=1C=NN2C1N=CC(=C2)C)F (S)-N-(6-(4-(2,2-difluoroethyl)piperazin-1-yl)-2-(hydroxymethyl)-2-methyl-2,3-dihydrobenzofuran-5-yl)-6-methylpyrazolo[1,5-a]pyrimidine-3-carboxamide